6-((2R,4S)-2-(2,5-difluorophenyl)-4-fluoropyrrolidin-1-yl)-4-(1-(piperidin-4-yl)-1H-pyrazol-4-yl)-1,5-naphthyridine-3-carbonitrile FC1=C(C=C(C=C1)F)[C@@H]1N(C[C@H](C1)F)C=1N=C2C(=C(C=NC2=CC1)C#N)C=1C=NN(C1)C1CCNCC1